5-(1-carboxyethyl)-2-[3-(carboxymethyl)-5-oxo-4-(propan-2-yl)oxolan-3-yl]cyclohexane-1-carboxylic acid C(=O)(O)C(C)C1CCC(C(C1)C(=O)O)C1(COC(C1C(C)C)=O)CC(=O)O